1,2-Bis-(diphenylphosphino)ethan C1(=CC=CC=C1)P(CCP(C1=CC=CC=C1)C1=CC=CC=C1)C1=CC=CC=C1